OC(C(=O)[O-])CCC(C)(C)C.[Li+] (±)-lithium 2-hydroxy-5,5-dimethylhexanoate